6-Benzyl 1-tert-Butyl 3-iodo-1H-indazole-1,6-dicarboxylate IC1=NN(C2=CC(=CC=C12)C(=O)OCC1=CC=CC=C1)C(=O)OC(C)(C)C